ClC=1C=CC(=C2CN(CC12)C(C1=C(C=C(C(=C1)C)O)O)=O)N(C(\C=C\CN(C)C)=O)C (E)-N-(7-Chloro-2-(2,4-dihydroxy-5-methylbenzoyl)isoindolin-4-yl)-4-(dimethylamino)-N-methylbut-2-enamide